7-bromo-3-(Trifluoromethyl)quinolin-2-amine BrC1=CC=C2C=C(C(=NC2=C1)N)C(F)(F)F